ClC1=CC=C2C(N(C=NC2=C1)CC1(CCN(CC1)C1=C(C=CC=C1)C(C)=O)O)=O 7-chloro-3-((4-hydroxy-1-(2-acetylphenyl)piperidin-4-yl)methyl)quinazolin-4(3H)-one